C1=CC(=CC=2C3=CC=CC=C3NC12)CC(=O)OC Methyl 2-(9H-carbazol-3-yl)acetate